ClC1=CC=C(C=C1)/C=C/C=1OC2=C(N1)C=C(C=C2)C 2-[(E)-2-(4-chlorophenyl)vinyl]-5-methyl-1,3-benzoxazole